O=C1N[C@H]2[C@@H](OC1)CCN(C2)C(=O)N2CCC(CC2)=C(C=2C=C(OCCNC(OC(C)(C)C)=O)C=CC2)C2=CC=CC=C2 tert-Butyl (2-(3-((1-((4aR,8aS)-3-oxooctahydro-2H-pyrido[4,3-b][1,4]oxazine-6-carbonyl)piperidin-4-ylidene)(phenyl)methyl)phenoxy)ethyl)carbamate